C1(=CC=CC=C1)S(=O)(=O)O.C(C1=CC=CC=C1)OC1CNC1 3-(benzyloxy)azetidine benzenesulfonic acid salt